tert-butyl (3R,4S)-4-((1,2-dimethyl-4,5-dihydro-1H-imidazo[4,5-h]quinazolin-8-yl)amino)-3-methylpiperidine-1-carboxylate CN1C(=NC=2CCC=3C=NC(=NC3C21)N[C@@H]2[C@@H](CN(CC2)C(=O)OC(C)(C)C)C)C